FC1=C(CNC2=CC=C3C(=N2)CN(C3=O)CCNC(=O)NC)C=CC(=C1)F 1-(2-(2-((2,4-Difluorobenzyl)amino)-5-oxo-5,7-dihydro-6H-pyrrolo[3,4-b]pyridin-6-yl)ethyl)-3-methylurea